8-(bicyclo[2.2.1]heptan-2-yl)-9-(4-((1-(3-fluoropropyl)azetidin-3-yl)methyl)phenyl)-6,7-dihydro-5H-benzo[7]annulene-3-carboxylic acid C12C(CC(CC1)C2)C=2CCCC1=C(C2C2=CC=C(C=C2)CC2CN(C2)CCCF)C=CC(=C1)C(=O)O